tert-butyl (7-((1-(4-((2,6-dioxopiperidin-3-yl)(methyl)amino)-2-fluorophenyl)piperidin-4-yl) methyl)-7-azaspiro[3.5]nonan-2-yl)carbamate O=C1NC(CCC1N(C1=CC(=C(C=C1)N1CCC(CC1)CN1CCC2(CC(C2)NC(OC(C)(C)C)=O)CC1)F)C)=O